methoxy-4-nitro-1-(oxetan-3-yl)-1H-pyrazole COC1=NN(C=C1[N+](=O)[O-])C1COC1